Cl.N[C@@](C(=O)OC)(CC)C methyl (2R)-2-amino-2-methylbutanoate hydrochloride